(7R)-2-{2-[1-(cyclopropylmethyl)-1H-pyrrolo[2,3-b]pyridin-2-yl]-1-[(1,3-dimethyl-1H-pyrazol-5-yl)methyl]-7-methoxy-1H-1,3-benzodiazole-5-carbonyl}-2-azabicyclo[2.2.1]heptan-7-amine C1(CC1)CN1C(=CC=2C1=NC=CC2)C2=NC1=C(N2CC2=CC(=NN2C)C)C(=CC(=C1)C(=O)N1C2CCC(C1)[C@H]2N)OC